C[C@@H]1N(C[C@H]1C)C=1N=C(C2=C(N1)CCC2)C2=CC=C(C(=O)N)C=C2 4-(2-((2S,3R)-2,3-dimethylazetidin-1-yl)-6,7-dihydro-5H-cyclopenta[d]pyrimidin-4-yl)benzamide